(3S,4R)-1-tert-butoxy-carbonyl-3-hydroxy-piperidine-4-carboxylic acid C(C)(C)(C)OC(=O)N1C[C@H]([C@@H](CC1)C(=O)O)O